N1(CCNCC1)C=1C=CC=2N(C(C=C(N2)C2=CC(=CC=C2)C(F)(F)F)=O)C1 7-(piperazin-1-yl)-2-[3-(trifluoromethyl)phenyl]-4H-pyrido[1,2-a]pyrimidin-4-one